Cl.CNC Dimethylamine HCl salt